C(C1=CC=CC=C1)OC1=C(C=C(C=C1)B(O)O)OC (4-(benzyloxy)-3-methoxyphenyl)boronic acid